COC=1C=C(C=CC1OC)CC[C@@H](O)C=1C=C(OCC(=O)OC(C)(C)C)C=CC1F tert-butyl (R)-2-(3-(3-(3,4-dimethoxyphenyl)-1-hydroxypropyl)-4-fluorophenoxy)acetate